bis(2-(2-hydroxyphenyl)benzothiazolic acid) zinc [Zn].OC1=C(C=CC=C1)C1(SC2=C(N1)C=CC=C2)C(=O)O.OC2=C(C=CC=C2)C2(SC1=C(N2)C=CC=C1)C(=O)O